ClC1=C(C(=C(C#N)C(=C1)N1CC(C1)(F)F)C1=C(C=NN1C)C=1C=C2N=C(C=3N(C2=CC1)C=NC3)NCC3=C(C=C(C=C3)OC)OC)F 4-chloro-6-(3,3-difluoroazetidin-1-yl)-2-(4-(4-((2,4-dimethoxybenzyl)amino)imidazo[1,5-a]quinoxalin-7-yl)-1-methyl-1H-pyrazol-5-yl)-3-fluorobenzonitrile